3-(6-(1H-pyrrolo[3,4-c]pyridin-2(3H)-yl)pyrimidin-4-yl)-6-(difluoromethyl)imidazo[1,2-b]pyridazin C1N(CC=2C=NC=CC21)C2=CC(=NC=N2)C2=CN=C1N2N=C(C=C1)C(F)F